(3R)-3-({2-(4-methoxyphenyl)-7-[(propan-2-yl)sulfanyl][1,2,4]triazolo[1,5-c]quinazolin-5-yl}amino)azepan-2-one COC1=CC=C(C=C1)C1=NN2C(=NC=3C(=CC=CC3C2=N1)SC(C)C)N[C@H]1C(NCCCC1)=O